C1(CC1)C1=CC(=C(C=C1)NC1=C2C(=NC(=C1)NC(=O)C1CC1)NN(C2=O)C)OC N-(4-((4-cyclopropyl-2-methoxyphenyl)amino)-2-methyl-3-oxo-2,3-dihydro-1H-pyrazolo[3,4-b]pyridin-6-yl)cyclopropanecarboxamide